potassium (2,2-difluorocyclopropyl)-trifluoro-boranuide FC1(C(C1)[B-](F)(F)F)F.[K+]